CC1=CNC2=CC(=CC=C12)C=1C=CC(=NC1)N1CCN(CC1)C(=O)OC(C)(C)C tert-butyl 4-[5-(3-methyl-1H-indol-6-yl)-2-pyridyl]piperazine-1-carboxylate